N-[(1S)-1-(dicyclopropylmethyl)-2-[[5-(3,5-dimethyl-1H-pyrazol-4-yl)-6-methyl-2-pyridyl]amino]-2-oxo-ethyl]-2-ethyl-pyrazole-3-carboxamide C1(CC1)C([C@@H](C(=O)NC1=NC(=C(C=C1)C=1C(=NNC1C)C)C)NC(=O)C=1N(N=CC1)CC)C1CC1